C(#N)C[C@@H]1N(CCN(C1)C=1C2=C(N=C(N1)OC[C@H]1N(C[C@@H](C1)F)C)CN(CC2)C2=CC=CC1=CC=CC(=C21)C)C(=O)OCC2=CC=CC=C2 benzyl (2S)-2-(cyanomethyl)-4-[2-[[(2S,4R)-4-fluoro-1-methyl-pyrrolidin-2-yl]methoxy]-7-(8-methyl-1-naphthyl)-6,8-dihydro-5H-pyrido[3,4-d]pyrimidin-4-yl]piperazine-1-carboxylate